BrC=1C=CC(=NC1)N1CCNCC1 1-(5-bromo-2-pyridyl)piperazine